rac-N-(6-amino-5-ethyl-3-pyridyl)-2-[(2S,5R)-5-methyl-2-[4-(2-methyl-2,9-Diazaspiro[5.5]Undecan-9-yl)phenyl]-1-piperidyl]-2-oxo-acetamide NC1=C(C=C(C=N1)NC(C(=O)N1[C@@H](CC[C@H](C1)C)C1=CC=C(C=C1)N1CCC2(CCCN(C2)C)CC1)=O)CC |r|